C(C)(C)(C)OC(=O)C1=CN=C(S1)N(CCC(=O)OC)CC (ethyl-(3-methoxy-3-oxopropyl)amino)thiazole-5-carboxylic acid tert-butyl ester